2-(6-chloro-4-methoxypyridazin-3-yl)propan-2-ol ClC1=CC(=C(N=N1)C(C)(C)O)OC